(3S,4S)-8-(5-(((6aS,8S)-8-(methoxymethyl)-6a,7,8,9-tetrahydro-6H-pyrido[3,2-b]pyrrolo[1,2-d][1,4]oxazin-4-yl)thio)pyrazin-2-yl)-3-methyl-2-oxa-8-azaspiro[4.5]decan-4-amine COC[C@H]1C[C@@H]2N(C3=C(OC2)C(=CC=N3)SC=3N=CC(=NC3)N3CCC2([C@@H]([C@@H](OC2)C)N)CC3)C1